C(CC=C)N(C(C1=C(N=CC=C1)C)=O)C#N N-(but-3-en-1-yl)-N-cyano-2-methyl-nicotinamide